CC1=CC(=NC=C1)NC(=O)C1=CC=C(C=C1)C1=NN2C(NC3=C(CC2)C=CC=C3)=C1C(=O)N 2-(4-((4-methylpyridin-2-yl)carbamoyl)phenyl)-9,10-dihydro-4H-benzo[d]pyrazolo[1,5-a][1,3]diazepine-3-carboxamide